Cl.Cl.C(C)[C@H]1OC2=C(CNC1)N=C(C=C2)O (R)-2-ethyl-2,3,4,5-tetrahydropyrido[2,3-f][1,4]oxazepin-7-ol dihydrochloride